NN1C(OCCC1)=O 3-amino-1,3-oxazinan-2-one